Cl.Cl.CN(CCN1C=C(C2=CC=C(C=C12)C=1C=NNC1OC)C(=O)[C@@H]1COC2=CC=C(C=C2C1)F)C (S)-[1-[2-(Dimethylamino)ethyl]-6-(5-methoxy-1H-pyrazol-4-yl)indol-3-yl]-(6-fluorochroman-3-yl)methanone dihydrochloride